COC1=NC=NC(=C1O)OC 4,6-dimethoxy-pyrimidin-5-ol